CN1C=C(C2=CC=CC=C12)CC(=O)N1CCCCC1 1-[2-(1-methyl-1H-indol-3-yl)acetyl]piperidin